4-(3-fluoro-1-(4-methyl-3-(N-methylbut-2-ynamido)phenyl)-1H-pyrazol-4-yl)-2-methoxybenzamide FC1=NN(C=C1C1=CC(=C(C(=O)N)C=C1)OC)C1=CC(=C(C=C1)C)N(C(C#CC)=O)C